ClC1=C(C=C(S1)C=1C=C2C(=NC1)N(C(N2CC(=O)N(C)C)=O)C)C 2-[6-(5-chloro-4-methyl-2-thienyl)-3-methyl-2-oxo-imidazo[4,5-b]pyridin-1-yl]-N,N-dimethyl-acetamide